3-bromo-4-(1,1-difluoroethyl)pyridine BrC=1C=NC=CC1C(C)(F)F